C1=CC=CC=2C3=CC=CC=C3C(=CC12)C=1C=C(C=C(C1)C=1C=NC=CC1)C1=NC(=NC(=N1)C1=CC=CC=C1)C1=CC=CC=C1 2-[3-(9-phenanthrenyl)-5-(3-pyridinyl)Phenyl]-4,6-diphenyl-1,3,5-triazine